(R)-N-((S)-4,6-dihydrospiro[cyclopenta[d]thiazol-5,4'-piperidin]-6-yl)-2-methylpropan-2-sulfinamide N1CCC2(CC1)[C@@H](C1=C(N=CS1)C2)N[S@](=O)C(C)(C)C